1-((3R,4S)-4-((4-(difluoromethoxy)-5-(quinoxalin-6-yl)pyrrolo[2,1-f][1,2,4]triazin-2-yl)amino)-3-fluoropiperidin-1-yl)-2-methylpropan-2-ol FC(OC1=NC(=NN2C1=C(C=C2)C=2C=C1N=CC=NC1=CC2)N[C@@H]2[C@@H](CN(CC2)CC(C)(O)C)F)F